2,3-dichloro-N-(4-methyl-1-oxo-1,2-dihydroisoquinolin-7-yl)benzenesulfonamide ClC1=C(C=CC=C1Cl)S(=O)(=O)NC1=CC=C2C(=CNC(C2=C1)=O)C